CC(C)(C1=CC=C(C=C1)O[Si](C)(C)C)C2=CC=C(C=C2)O[Si](C)(C)C 2,2-bis[(4-trimethylsiloxy)phenyl]propane